CC(C(=O)NC1=CC(=CC(=C1)NC(C(C)(C)C)=O)NC(C(C)(C)C)=O)(C)C 1,3,5-tri(2,2-dimethylpropanamido)benzene